[Si](C)(C)(C(C)(C)C)OCCCOC=1C=CC=2N(C1)N=CC2N2CCN(CC2)C(=O)OC(C)(C)C tert-butyl 4-(6-(3-((tert-butyldimethylsilyl)oxy)propoxy)pyrazolo[1,5-a]pyridin-3-yl)piperazine-1-carboxylate